N-(4-amino-6-methyl-5-(quinolin-3-yl)-7,8-dihydro-6H-cyclopenta[4,5]pyrrolo[2,1-f][1,2,4]triazin-7-yl)acrylamide NC1=NC=NN2C1=C(C1=C2CC(C1C)NC(C=C)=O)C=1C=NC2=CC=CC=C2C1